FC1=C(C=CC=C1)[B-](C1=C(C=CC=C1)F)(C1=C(C=CC=C1)F)C1=C(C=CC=C1)F.C(C)(=O)C1=CC=C(C=C1)C1=CC=C(C=C1)S[S+](SC1=CC=C(C=C1)C1=CC=C(C=C1)C(C)=O)SC1=CC=C(C=C1)C1=CC=C(C=C1)C(C)=O tris[4-(4-acetylphenyl)phenylthio]sulfonium tetrakis(fluorophenyl)borate